COC(=O)C=1C=C(C2=C(CCO2)C1)N 7-amino-2,3-dihydrobenzofuran-5-carboxylic acid methyl ester